ClC1=NC(=C2C=CC(=NC2=C1)O)NC1C[C@H]2CC[C@@H](C1)N2C(=O)OC(C)(C)C tert-butyl (1R,3s,5S)-3-((7-chloro-2-hydroxy-1,6-naphthyridin-5-yl)amino)-8-azabicyclo[3.2.1]octane-8-carboxylate